FC(CN1N=CC(=C1)C1=C(N=C2N(C1=O)C=CS2)C(F)(F)F)(C(F)(F)F)F 6-[1-(2,2,3,3,3-pentafluoropropyl)-1H-pyrazol-4-yl]-7-(trifluoromethyl)-5H-[1,3]thiazolo[3,2-a]pyrimidin-5-one